C(C)OC(CN1CC2(C1)CC(C2)CCOC2=C(C(=CC=C2)Br)C)=O.N2C(=NC=C2)C=2C=CC(=C(C(=O)N)C2)N2C[C@@H](CC2)OC2=NC=C(C=C2)C(F)(F)F (R)-5-(1H-imidazol-2-yl)-2-(3-(5-(trifluoromethyl)pyridin-2-yloxy)pyrrolidin-1-yl)benzamide ethyl-2-(6-(2-(3-bromo-2-methylphenoxy)ethyl)-2-azaspiro[3.3]heptan-2-yl)acetate